4,4'-di-t-butyl-2,2'-bi-pyridine C(C)(C)(C)C1=CC(=NC=C1)C1=NC=CC(=C1)C(C)(C)C